O=C1N(C(C=C(N1)C(F)(F)F)=O)C1=CC(=C(C#N)C=C1F)F 4-[2,6-dioxo-4-(trifluoromethyl)-3,6-dihydropyrimidin-1(2H)-yl]-2,5-difluorobenzonitrile